Gadolinium(III) 2-[4-(2-hydroxypropyl)-7,10-bis(2-oxido-2-oxoethyl)-1,4,7,10-tetrazacyclododec-1-yl]acetate OC(CN1CCN(CCN(CCN(CC1)CC(=O)[O-])CC([O-])=O)CC(=O)[O-])C.[Gd+3]